diprenyl ether C(C=C(C)C)OCC=C(C)C